OC(=O)C(F)(F)F.NCCCNC1=C2C(N(C(C2=CC=C1)=O)C1C(NC(CC1)=O)=O)=O 4-((3-aminopropyl)amino)-2-(2,6-dioxopiperidin-3-yl)isoindoline-1,3-dione TFA salt